(R)-N-(4-(3-((3-chlorophenethyl)amino)-2-hydroxy-2-methylpropoxy)phenyl)-N-methylmethanesulfonamide ClC=1C=C(CCNC[C@@](COC2=CC=C(C=C2)N(S(=O)(=O)C)C)(C)O)C=CC1